COC(C(=O)C1=CC=CC=C1)(C1=CC=CC=C1)OC 2,2-Di-methoxy-2-phenylacetophenon